OC1(CCC(CC1)NC(OCCCC)=O)C(C(F)(F)F)(F)F butyl (4-hydroxy-4-(perfluoroethyl)cyclohexyl)carbamate